benzyl 4-((2-(tert-butoxy)-2-oxoethyl)((chloromethoxy)carbonyl)amino)-2,2-dimethylbutanoate C(C)(C)(C)OC(CN(CCC(C(=O)OCC1=CC=CC=C1)(C)C)C(=O)OCCl)=O